C(C1=CC=CC=C1)C1=NN(C(=C1)C1=CC2=C(N=C(S2)NC(C(C)C)=O)C=C1)CC1=CC=C(C(=O)NO)C=C1 4-{[3-benzyl-5-(2-isobutyramidobenzo[d]thiazol-6-yl)-1H-pyrazol-1-yl]methyl}-N-hydroxybenzoamide